CC1=C(C(=CC(=C1)O)C)C(C1=CC=C(C=C1)C(C1=C(C=C(C=C1C)O)C)C1=C(C=C(C=C1C)O)C)C1=C(C=C(C=C1C)O)C α,α,α',α'-tetrakis(2,6-dimethyl-4-hydroxyphenyl)-p-xylene